C(#N)C1=CC=C(CCN[C@H](C(=O)C2=CNC3=CC(=CC=C23)C(=O)NCCN2CCCC2)C2=CC=CC=C2)C=C1 |r| (S)- and (R)-3-(2-((4-cyanophenethyl)amino)-2-phenylacetyl)-N-(2-(pyrrolidin-1-yl)ethyl)-1H-indole-6-carboxamide